5-(4-(trifluoromethyl)phenyl)-2,5,6,7-tetrahydro-3H-pyrrolo[2,1-c][1,2,4]triazol-3-one FC(C1=CC=C(C=C1)C1CCC2=NNC(N21)=O)(F)F